1-(ethylamino)-4-(2-fluorophenyl)-6-(trifluoromethyl)-3H-pyridine C(C)NN1CCC(C=C1C(F)(F)F)C1=C(C=CC=C1)F